N-(4-cyano-2-fluoro-phenyl)-5-(2-fluoro-3-pyridyl)-1H-pyrrole-3-sulfonamide C(#N)C1=CC(=C(C=C1)NS(=O)(=O)C1=CNC(=C1)C=1C(=NC=CC1)F)F